4-(2-bromo-4-fluorophenyl)-N-(2-chloro-6-fluorophenyl)-2,5-dimethyl-pyrazol-3-amine BrC1=C(C=CC(=C1)F)C1=C(N(N=C1C)C)NC1=C(C=CC=C1F)Cl